4-ethoxy-5-(4-fluorophenyl)-2-methylnicotinic acid C(C)OC1=C(C=NC(=C1C(=O)O)C)C1=CC=C(C=C1)F